2-cyanoethyl-(N,N-diisopropylamine) C(#N)CCN(C(C)C)C(C)C